C1(=CC=CC=C1)C1=NC(=NC(=N1)C1=CC=CC=C1)C1=CC=C(C=C1)N1C2=C(C=C(C=C2C=2C=C(C=C(C12)C)C)C)C 9-(4-(4,6-diphenyl-1,3,5-triazin-2-yl)phenyl)-1,3,6,8-tetramethyl-9H-carbazole